C1=CC=CC2=CC=C(C=C12)O naphthalen-7-ol